(1R/S,2R/S)-2-fluoro-N-(5-(propanoyl-3,3,3-d3)-4-(((R/S)-2,4,5-trimethyl-4,5-dihydro-2H-pyrazolo[4,3-c][1,7]naphthyridin-6-yl)amino)pyridin-2-yl)cyclopropane-1-carboxamide F[C@H]1[C@H](C1)C(=O)NC1=NC=C(C(=C1)NC1=NC=CC=2C=3C([C@H](N(C12)C)C)=CN(N3)C)C(CC([2H])([2H])[2H])=O |r|